2-[2-(aminomethyl)-3,3-difluoro-allyl]-4-[3-methyl-5-[2-(1-methylpyrazol-4-yl)ethynyl]-2-pyridinyl]-1,2,4-triazol-3-one NCC(CN1N=CN(C1=O)C1=NC=C(C=C1C)C#CC=1C=NN(C1)C)=C(F)F